(6-fluoro-4-hydroxy-2-methylsulfanyl-9H-pyrimido[4,5-b]indol-8-yl)(methyl)carbamic acid tert-butyl ester C(C)(C)(C)OC(N(C)C=1C=C(C=C2C3=C(NC12)N=C(N=C3O)SC)F)=O